3-(N,N-dimethylamino)-N-methyl-N-ethyl-propionamide CN(C)CCC(=O)N(CC)C